ruthenium (iii) chloride [Ru](Cl)(Cl)Cl